5-(3-methyl-1-((4-methyl-1',2',3',6'-tetrahydro-[2,4'-bipyridin]-5-yl)methyl)-4,6-dihydropyrrolo[3,4-c]pyrazol-5(1H)-yl)quinoline-8-carbonitrile CC=1C2=C(N(N1)CC=1C(=CC(=NC1)C=1CCNCC1)C)CN(C2)C2=C1C=CC=NC1=C(C=C2)C#N